4-iodo-3,3-difluoro-1-methylindolin-2-one IC1=C2C(C(N(C2=CC=C1)C)=O)(F)F